(R)-N-(5-((6-(3-(2',3'-dimethyl-[1,1'-biphenyl]-3-yl)isoxazolidin-2-yl)pyrimidin-4-yl)-amino)-4-methoxy-2-(4-methylpiperazin-1-yl)phenyl)-acrylamide CC1=C(C=CC=C1C)C1=CC(=CC=C1)[C@@H]1N(OCC1)C1=CC(=NC=N1)NC=1C(=CC(=C(C1)NC(C=C)=O)N1CCN(CC1)C)OC